tert-butyl 2-(diethoxyphosphoryl)-3-(3-(1-(4-iodophenyl)cyclopropyl)-1,2,4-oxadiazol-5-yl)propanoate C(C)OP(=O)(OCC)C(C(=O)OC(C)(C)C)CC1=NC(=NO1)C1(CC1)C1=CC=C(C=C1)I